cyclopentyl-cyclohexyl-bis(ethoxymethyl)silane C1(CCCC1)[Si](COCC)(COCC)C1CCCCC1